(rac)-trans-3-amino-1-((4-(tert-butoxycarbonyl)piperazin-1-yl)sulfonyl)-4-(3-(4,4,5,5-tetramethyl-1,3,2-dioxaborolan-2-yl)propyl)pyrrolidine-3-carboxylic acid N[C@@]1(CN(C[C@H]1CCCB1OC(C(O1)(C)C)(C)C)S(=O)(=O)N1CCN(CC1)C(=O)OC(C)(C)C)C(=O)O |r|